CC1CN(CCN1C=1C2=C(N=CN1)NC=C2C2=NC=CC=C2)C(=O)OC(C)(C)C tert-butyl 3-methyl-4-(5-(pyridin-2-yl)-7H-pyrrolo[2,3-d]pyrimidin-4-yl)piperazine-1-carboxylate